C(CC)O[C@H]1[C@@H](O[C@@H]([C@H]1O)CO)N1C=NC=2C(=O)NC(N)=NC12 2'-O-propylguanosine